OC=1C=C(C=CC1O)C=1OC=CC1 3,4-dihydroxyphenyl-furan